ClC=1C(N(C(=CC1OC([2H])([2H])C1=NC=C(C=C1F)F)C)C1=CC(=NC=C1Cl)C=1N=C(SC1)C(C)(C)O)=O 3,5'-Dichloro-4-((3,5-difluoropyridin-2-yl)methoxy-d2)-2'-(2-(2-hydroxypropan-2-yl)thiazole-4-yl)-6-methyl-2H-[1,4'-bipyridine]-2-one